N-(3-(2-chloro-5-fluorophenyl)-7-methoxy-1-oxo-2,3-dihydro-1H-pyrrolo[3,4-f]quinolin-4-yl)-3-fluoro-5-(trifluoromethyl)benzamide ClC1=C(C=C(C=C1)F)C1NC(C2=C3C=CC(=NC3=CC(=C21)NC(C2=CC(=CC(=C2)C(F)(F)F)F)=O)OC)=O